NCC=1C=CC=C2C(=NC(=NC12)NC1=CC(=C(C=C1)F)Cl)N[C@H](C)C1CC1 (R)-8-(aminomethyl)-N2-(3-chloro-4-fluorophenyl)-N4-(1-cyclopropylethyl)quinazoline-2,4-diamine